CC(C#C)(C)OP(OCCC=C)(=O)C methylphosphonic acid 3-butenyl 1,1-dimethyl-2-propynyl ester